2-(4-(4-(7H-pyrrolo[2,3-d]pyrimidin-4-yl)-1H-pyrazol-1-yl)-1,1-dioxotetrahydro-2H-thiopyran-4-yl)acetonitrile N1=CN=C(C2=C1NC=C2)C=2C=NN(C2)C2(CCS(CC2)(=O)=O)CC#N